C1=C(C(=O)NC(=O)N1)F FLUOROURACILE